4-(2,4-dioxotetrahydropyrimidin-1(2H)-yl)-1-methyl-1H-indol O=C1N(CCC(N1)=O)C1=C2C=CN(C2=CC=C1)C